(S)-5-(1H-indol-3-yl)-7-(piperidin-3-ylamino)pyrazolo[1,5-a]pyrimidine-3-carbonitrile N1C=C(C2=CC=CC=C12)C1=NC=2N(C(=C1)N[C@@H]1CNCCC1)N=CC2C#N